ClC1=NN(C=C1NC=1N=CC2=C(N1)N(C(C(=C2)C2=CC=CC=C2)=O)C[C@@H]2CNC[C@H]2OC)C 2-((3-chloro-1-methyl-1H-pyrazol-4-yl)amino)-8-(((trans)-4-methoxypyrrolidin-3-yl)methyl)-6-phenylpyrido[2,3-d]pyrimidin-7(8H)-one